NC=1C(=NC(=NC1)C1=CC2=C(C(=CC=C2C=C1)OC)NCC(=C)C#N)C(=O)O 5-amino-2-[8-(2-cyanoallylamino)-7-methoxy-2-naphthyl]pyrimidine-4-carboxylic acid